(S)-N'-((3,3-dimethyl-1,2,3,5,6,7-hexahydro-dicyclopenta[b,e]pyridin-8-yl)carbamoyl)-4-(hydroxymethyl)-2-(2-hydroxypropan-2-yl)thiazole-5-sulfonimidamide CC1(CCC=2C1=NC1=C(C2NC(=O)N=[S@@](=O)(N)C2=C(N=C(S2)C(C)(C)O)CO)CCC1)C